2-[7-(4-aminocyclohexyl)-2,3-dihydrobenzofuran-5-yl]-N4,6-dimethyl-pyrimidine-2,4-diamine NC1CCC(CC1)C1=CC(=CC=2CCOC21)C2(NC(=CC(=N2)NC)C)N